5-fluoro-6-methyl-4-(4,4,5,5-tetramethyl-1,3,2-dioxaborolan-2-yl)-1-((2-(trimethylsilyl)ethoxy)methyl)-1H-pyrazolo[3,4-b]pyridine FC=1C(=C2C(=NC1C)N(N=C2)COCC[Si](C)(C)C)B2OC(C(O2)(C)C)(C)C